trans-5-Dodecen CCCC\C=C\CCCCCC